C(=O)O.NCCOCCNC(C1=C(C=C(C=C1)NC=1C=2N(C=CN1)C(=CN2)C=2C(=NN(C2)CC=C)C(F)(F)F)CC)=O N-[2-(2-aminoethoxy)ethyl]-2-ethyl-4-[[3-[1-prop-2-enyl-3-(trifluoromethyl)pyrazol-4-yl]imidazo[1,2-a]pyrazin-8-yl]amino]benzamide formate